tert-butyl (S)-2-((tert-butoxycarbonyl)amino)-4-(5-oxo-1,5-dihydro-4H-1,2,4-triazol-4-yl)butanoate C(C)(C)(C)OC(=O)N[C@H](C(=O)OC(C)(C)C)CCN1C=NNC1=O